3,6,9,12-Tetrakis(carboxymethyl)-3,6,9,12-tetraazatetradecanedioic acid C(=O)(O)CN(CC(=O)O)CCN(CCN(CCN(CC(=O)O)CC(=O)O)CC(=O)O)CC(=O)O